N-(5-((6-Methoxy-7-(3-morpholinopropoxy)chinolin-4-yl)oxy)pyridin-2-yl)-4-phenyl-7,8-dihydro-6H-5,8-ethanopyrido[3,2-d]pyrimidin-2-carboxamid COC=1C=C2C(=CC=NC2=CC1OCCCN1CCOCC1)OC=1C=CC(=NC1)NC(=O)C=1N=C(C2=C(N1)C1CCN2CC1)C1=CC=CC=C1